NC1=NC=CC(=N1)C1=C(C=2C(NC[C@@H](C2N1)C[C@H]1OCCOC1)=O)NC1=C(C(=CC=C1)Cl)OC (7S)-2-(2-aminopyrimidin-4-yl)-3-[(3-chloro-2-methoxyphenyl)amino]-7-[(2R)-1,4-dioxan-2-ylmethyl]-1H,5H,6H,7H-pyrrolo[3,2-C]pyridin-4-one